1-[4-(5-{[(1S,2R,3R,5R)-2-fluoro-1,5-dimethyl-9-azabicyclo[3.3.1]nonan-3-yl](methyl)amino}pyrazin-2-yl)-3-hydroxyphenyl]-1H-imidazole-4-carbonitrile F[C@H]1[C@@]2(CCC[C@](C[C@H]1N(C=1N=CC(=NC1)C1=C(C=C(C=C1)N1C=NC(=C1)C#N)O)C)(N2)C)C